N-{[5-chloro-6-(5-methoxy-2-pyrazinyl)-2-indolyl]methyl}-6-oxa-1-aza-1-spiro[3.3]heptanecarboxamide ClC=1C=C2C=C(NC2=CC1C1=NC=C(N=C1)OC)CNC(=O)N1CCC12COC2